C(CCC)OC=1C(=C(C=C(C1)CCCCCCCCC)O)C 3-Butoxy-2-methyl-5-nonylphenol